FC1(CN(CC[C@@H]1N1CCN(CC1)C1=NC=CC2=C1N(C(N2)=O)C)C(=O)OC(C)(C)C)F tert-butyl (4S)-3,3-difluoro-4-[4-(3-methyl-2-oxo-1H-imidazo[4,5-c]pyridin-4-yl) piperazin-1-yl]piperidine-1-carboxylate